tert-butyl-L-prolyl-L-leucinamide C(C)(C)(C)N1[C@@H](CCC1)C(=O)N[C@@H](CC(C)C)C(=O)N